7,8-dibromo-3-(tert-butyl)-2,3,4,9-tetrahydro-1H-carbazole BrC1=CC=C2C=3CC(CCC3NC2=C1Br)C(C)(C)C